3,3,3-trifluoro-1-propyne FC(C#C)(F)F